2-(3,5-dibromo-4-((4-oxyl-3,4-dihydrophthalazine-1-yl)oxyl)phenyl)-3,5-dioxo-2,3,4,5-tetrahydro-1,2,4-triazine-6-nitrile sodium salt [Na].BrC=1C=C(C=C(C1OC1=NNC(C2=CC=CC=C12)O)Br)N1N=C(C(NC1=O)=O)C#N